4,6-dihydroxy-2-methyl-pyrimidine OC1=NC(=NC(=C1)O)C